5-(aminomethyl)-1,3-benzodioxole NCC1=CC2=C(OCO2)C=C1